ClC=1C=C(C(=NC1)C(=O)N1CC2=CC=CC=C2C[C@H]1CN1CCOCC1)C1=CC(=C(N1C)C)C(=O)N(C1=CC=CC=C1)C1=CC=C(C=C1)O (S)-5-(5-chloro-2-(3-(morpholinomethyl)-1,2,3,4-tetrahydroisoquinoline-2-carbonyl)pyridin-3-yl)-N-(4-hydroxyphenyl)-1,2-dimethyl-N-phenyl-1H-pyrrole-3-carboxamide